FC1=C(C(=O)N[C@H](C(=O)OC)CC2=CC=C(C=3N2C=CN3)C3=NC=C(C=C3C(F)(F)F)C)C(=CC(=C1)N1[C@H](COCC1)C(F)(F)F)F methyl (S)-2-(2,6-difluoro-4-((R)-3-(trifluoromethyl)morpholino) benzamido)-3-(8-(5-methyl-3-(trifluoromethyl)pyridin-2-yl)imidazo[1,2-a]pyridin-5-yl)propanoate